(2s,4s)-2-((1r,5s)-1-(p-tolyl)-3-azabicyclo[3.1.0]hexane-3-carbonyl)-7-oxa-5-azaspiro[3.4]octan-6-one C1(=CC=C(C=C1)[C@@]12CN(C[C@H]2C1)C(=O)C1CC2(C1)NC(OC2)=O)C